6,7-difluoro-1,3-benzoxazole FC1=C(C2=C(N=CO2)C=C1)F